BrC1=C(C(=C(C(=O)OC)C=C1)CBr)C methyl 4-bromo-2-(bromomethyl)-3-methyl-benzoate